N1[C@@H](CCC1)C(=O)OCCCC1=C(C=C2C([C@](C3(C(=C12)C)CC3)(C)O)=O)C 3-((R)-6'-hydroxy-2',4',6'-trimethyl-7'-oxo-6',7'-dihydrospiro[cyclopropane-1,5'-inden]-3'-yl)propyl L-prolinate